2-(3-thenoyl)-acetonitrile C1=C(C=CS1)C(=O)CC#N